4-(5-Amino-6-((1-(methoxycarbonyl)-1,2,3,4-tetrahydronaphthalen-1-yl)methyl)-2-(((S)-1-Methylpyrrolidin-2-yl)methoxy)pyrimidin-4-yl)piperazine-1-carboxylate NC=1C(=NC(=NC1CC1(CCCC2=CC=CC=C12)C(=O)OC)OC[C@H]1N(CCC1)C)N1CCN(CC1)C(=O)[O-]